5-(1H-imidazol-1-yl)-2-{3-[(3S)-3-(prop-2-yl)piperazin-1-yl]-1,2,4-triazin-6-yl}phenol N1(C=NC=C1)C=1C=CC(=C(C1)O)C1=CN=C(N=N1)N1C[C@@H](NCC1)C(C)C